2,2'-bis(4,7-dimethyl-2-indenyl)biphenyl CC1=C2C=C(CC2=C(C=C1)C)C1=C(C=CC=C1)C1=C(C=CC=C1)C=1CC2=C(C=CC(=C2C1)C)C